C(C)(=O)N1CCC2=C(C=CC=C12)N1C(N(C(C1(C)C)=O)CC1=NC=C(C=C1)C=1OC(=NN1)C(F)F)=O 1-(1-acetylindolin-4-yl)-3-((5-(5-(difluoromethyl)-1,3,4-oxadiazol-2-yl)pyridin-2-yl)methyl)-5,5-dimethylimidazolidin-2,4-dione